(1S,4s)-4-(5-(((1S,2R,3S,4R)-3-(((R*)-3-Ethylpentan-2-yl)carbamoyl)bicyclo[2.2.1]heptan-2-yl)carbamoyl)-2-fluoro-4-methoxyphenoxy)-1-methylcyclohexane-1-carboxylic Acid C(C)C([C@@H](C)NC(=O)[C@@H]1[C@@H]([C@H]2CC[C@@H]1C2)NC(=O)C=2C(=CC(=C(OC1CCC(CC1)(C(=O)O)C)C2)F)OC)CC |o1:3|